C[C@@H]1N(C2=CC=C3C(=C2CC1)N=C(N3CC(NC[C@@H]3OCCC3)=O)CCN3C(C=CC=C3)=O)C(=O)OC methyl (S)-7-methyl-3-(2-oxo-2-((((R)-tetrahydrofuran-2-yl)methyl)amino)ethyl)-2-(2-(2-oxopyridin-1(2H)-yl)ethyl)-3,7,8,9-tetrahydro-6H-imidazo[4,5-f]quinoline-6-carboxylate